C(C)C1=NNC2=CC=C(C=C12)C1=CN=C2N1N=CC=C2 3-(3-ethyl-1H-indazol-5-yl)imidazo[1,2-b]pyridazine